CC(C=C=C=C=CC)=O octatetraenone